NC=1C=C(C(=O)NCC2=NC=CC=C2)C=CC1 3-amino-N-(pyridin-2-ylmethyl)benzamide